CC1CN(C=2C=CC3=C(C12)C=CC=C3S[Si](C(C)C)(C(C)C)C(C)C)C(=O)O 1-methyl-6-((triisopropylsilyl)thio)-1,2-dihydro-3H-benzo[e]Indole-3-carboxylic acid